2-methanesulfonyl-2-methylbutylamine CS(=O)(=O)C(CN)(CC)C